2-[[[7-(4-isopropylphenyl)-4-methanesulfonyl-2,3-dihydrobenzofuran-5-yl]amino]methyl]prop-2-enoic acid C(C)(C)C1=CC=C(C=C1)C1=CC(=C(C=2CCOC21)S(=O)(=O)C)NCC(C(=O)O)=C